FC=1C=C(C=CC1O)CCC(=O)[O-] 3-(3-fluoro-4-hydroxyphenyl)propanoate